4-(Furan-2-yl)-2-mercaptobutanoic acid ethyl ester C(C)OC(C(CCC=1OC=CC1)S)=O